ClC1=NN(C2=NC(=NC=C21)Cl)CCCOC2=NN(C(=C2[N+](=O)[O-])C)C2CCC(CC2)(F)F 3,6-Dichloro-1-(3-((1-(4,4-difluorocyclohexyl)-5-methyl-4-nitro-1H-pyrazol-3-yl)oxy)propyl)-1H-pyrazolo[3,4-d]pyrimidine